C(C1=CC=CC=C1)N1CCC(CC1)CC=1C(=NC=2N(C1N(C)C)N=CN2)C 6-((1-benzylpiperidin-4-yl)methyl)-N,N,5-trimethyl-[1,2,4]triazolo[1,5-a]pyrimidin-7-amine